4-(3-methoxyphenyl)piperidine hydrogen chloride salt Cl.COC=1C=C(C=CC1)C1CCNCC1